N-((3-aminosulfonylamino-1-phenylcyclobutyl)methyl)-6-chloro-2-(trifluoromethyl)quinolin-4-amine NS(=O)(=O)NC1CC(C1)(C1=CC=CC=C1)CNC1=CC(=NC2=CC=C(C=C12)Cl)C(F)(F)F